1-(5-Fluoro-4-methyl-1H-benzoimidazol-2-yl)-1H-pyrazole FC1=C(C2=C(NC(=N2)N2N=CC=C2)C=C1)C